N-(5-((2,7-diazaspiro[3.5]nonan-2-yl)methyl)pyridin-2-yl)-5-fluoro-4-(5-fluoro-1,1-dimethyl-2,3-dihydro-1H-benzo[d]pyrrolo[1,2-a]imidazol-7-yl)pyrimidin-2-amine C1N(CC12CCNCC2)CC=2C=CC(=NC2)NC2=NC=C(C(=N2)C2=CC1=C(N=C3N1C(CC3)(C)C)C(=C2)F)F